Natrium (S)-3-(3-(1-Methyl-4-oxido-2-oxo-1,2-dihydropyridin-3-yl)ureido)-3-(5-phenylpyridin-3-yl)propanoat CN1C(C(=C(C=C1)[O-])NC(N[C@@H](CC(=O)[O-])C=1C=NC=C(C1)C1=CC=CC=C1)=O)=O.[Na+].[Na+]